2H-pyran-3-yl benzyl carbonate C(OC=1COC=CC1)(OCC1=CC=CC=C1)=O